2',3-dichloro-5'-ethyl-4-hydroxy-6-methyl-2H-[1,4'-bipyridyl]-2-one ClC1=NC=C(C(=C1)N1C(C(=C(C=C1C)O)Cl)=O)CC